C(CCC)NC=1C2=C(N=C(N1)N)C=NN2CC2=C(C=CC(=C2)CNC2(CCOCC2)C)OC N7-butyl-1-[(2-methoxy-5-{[(4-methyloxan-4-yl)amino]methyl}phenyl)methyl]-1H-pyrazolo[4,3-d]pyrimidine-5,7-diamine